3Z-octenyl acetate CCCC/C=C\CCOC(=O)C